n-hexyl-cyclononane C(CCCCC)C1CCCCCCCC1